(3S,11E)-14,16-dihydroxy-3-methyl-3,4,5,6,9,10-hexahydro-1H-2-benzoxacyclotetradecin OC=1C=C(C2=C(/C=C/CCC=CCCC[C@@H](OC2)C)C1)O